CC=1C=2N(C=C(N1)C)N=C(C2)C=2N=C1N(C(C2)=O)C=C(C=C1)C1CCN(CC1)CC 2-(4,6-dimethylpyrazolo[1,5-a]pyrazin-2-yl)-7-(1-ethylpiperidin-4-yl)-4H-pyrido[1,2-a]pyrimidin-4-one